C(C)(C)(C)OC(=O)N1OC(CC1C1=CC=CC=C1)CC1=CC=C(C=C1)C1=CC=CC=C1 5-([1,1'-biphenyl]-4-ylmethyl)-3-phenylisoxazolidine-2-carboxylic acid tert-butyl ester